2-(difluoromethoxy)-N-[(1R,2S)-2-fluorocyclopropyl]-4-[6-[(2S)-3-hydroxy-3-methylbutan-2-yl]oxy-5-methylpyrazolo[1,5-a]pyrimidin-3-yl]-6-methoxybenzamide FC(OC1=C(C(=O)N[C@H]2[C@H](C2)F)C(=CC(=C1)C=1C=NN2C1N=C(C(=C2)O[C@@H](C)C(C)(C)O)C)OC)F